O.S(=O)(=O)([O-])[O-].[NH2+]1CCNCC1.[NH2+]1CCNCC1 piperazine-1-ium hemi-sulfate hemihydrate